1-({3,4-difluoro-2-[(2-fluoro-4-iodophenyl)amino]phenyl}carbonyl)-3-{[(2-hydroxyethyl)(methyl)amino]methyl}azetidin-3-ol FC=1C(=C(C=CC1F)C(=O)N1CC(C1)(O)CN(C)CCO)NC1=C(C=C(C=C1)I)F